C(=O)(OC(C)(C)C)NCCOCCOCCN N-Boc-3,6-dioxa-1,8-octanediamine